1-amino-2-(3-cyclopropylmethoxy-4-difluoromethoxyphenyl)pent-3-yn-2-ol NCC(C#CC)(O)C1=CC(=C(C=C1)OC(F)F)OCC1CC1